Cl.NCC(=O)C1=CC=CC=C1 2-aminoacetophenone hydrochloride